3-(1-amino-ethyl)-2-methyl-benzonitrile NC(C)C=1C(=C(C#N)C=CC1)C